5-chloro-3-isopropyl-N-(2-(4-Nitro-1H-pyrazol-1-yl)benzyl)pyrazolo[1,5-a]pyrimidin-7-amine ClC1=NC=2N(C(=C1)NCC1=C(C=CC=C1)N1N=CC(=C1)[N+](=O)[O-])N=CC2C(C)C